C1=CC(=CC=C1[N+]#N)[As](=O)(O)O The molecule is the aromatic diazonium ion corresponding to (p-aminophenyl)arsonic acid (arsanilic acid). It is an aromatic diazonium ion and an organoarsenic compound.